(2,6-difluoro-4-iodophenyl)-4-(dimethoxymethyl)piperidine FC1=C(C(=CC(=C1)I)F)N1CCC(CC1)C(OC)OC